bis(cyclopentadienyl)-phenylzirconium monochloride [Cl-].C1(C=CC=C1)[Zr+](C1=CC=CC=C1)C1C=CC=C1